N=1N=C(NC1)C=1C=C(C=CC1)[C@@H](NC(=O)[C@H]1N(C[C@@H](C1)F)C(C)=O)C1=NC(=C(C=C1)C(C)C)F |o1:11| (2S,4R)-N-((R) or (S)-(3-(4H-1,2,4-triazol-3-yl)phenyl)(6-fluoro-5-isopropylpyridin-2-yl)methyl)-1-acetyl-4-fluoropyrrolidine-2-carboxamide